N-(2-(2,6-dioxopiperidin-3-yl)-1-oxoisoindolin-5-yl)-1,6-naphthyridine-2-carboxamide O=C1NC(CCC1N1C(C2=CC=C(C=C2C1)NC(=O)C1=NC2=CC=NC=C2C=C1)=O)=O